FC(C1=NC(=CC=C1N1CCN(CC1)CC=1C(=C2NC(C=3N(C2=CC1)N=CC3C)=O)F)C(NC)=O)(F)F 7-((4-(2-trifluoromethyl-6-(methylcarbamoyl)pyridin-3-yl)piperazin-1-yl)methyl)-6-fluoro-3-methylpyrazolo[1,5-a]quinoxalin-4(5H)-one